C(#N)C1=CC=C(CCN[C@H](C(=O)C2=CNC3=CC(=CC=C23)C(=O)NC[C@@H](C)O)C2=CC=CC=C2)C=C1 |&1:9| (S)- and (R)-3-(2-((4-cyanophenethyl)amino)-2-phenylacetyl)-N-((R)-2-hydroxypropyl)-1H-indole-6-carboxamide